CC1=C2CN(CC2=C2CCCC2=N1)C(=O)[C@H]1CN(CC1)C=1C=NC(=CC1)C(F)(F)F (4-Methyl-3,6,7,8-tetrahydro-1H-2,5-diaza-as-indacen-2-yl)-[1-(6-trifluoromethyl-pyridin-3-yl)-pyrrolidin-3(R)-yl]-methanone